C(C)(C)(C)OC(=O)N1[C@@H](C[C@H](CC1)O)C1CC1.BrC=1C=CC=2N(C1)C(=NC2C(F)(F)F)C 6-bromo-3-methyl-1-(trifluoromethyl)imidazo[1,5-a]pyridine tert-Butyl-(2S,4S)-2-cyclopropyl-4-hydroxy-piperidine-1-carboxylate